COC=1C(=NC=C(C1)B1OC(C(O1)(C)C)(C)C)C=O 3-methoxy-5-(4,4,5,5-tetramethyl-1,3,2-dioxaborolan-2-yl)-picolinaldehyde